2-(1H-pyrrol-2-yl)-N-(3-(4'-(trifluoromethoxy)-[1,1'-biphenyl]-4-yl)propyl)thieno[2,3-d]pyrimidin-4-amine N1C(=CC=C1)C=1N=C(C2=C(N1)SC=C2)NCCCC2=CC=C(C=C2)C2=CC=C(C=C2)OC(F)(F)F